C(C)C1=CC=2C(=NC=CC2N1CC1=CC=C(C=C1)B(O)O)O 4-((2-Ethyl-4-hydroxypyrrolo[3,2-c]pyridin-1-yl)methyl)phenylboronic acid